2,8-dimethyl-4-methylenenon-2,7-diene CC(C)=CC(CCC=C(C)C)=C